1-ETHOXYCARBONYL-1-TOSYLMETHYL ISOCYANIDE C(C)OC(=O)C(S(=O)(=O)C1=CC=C(C)C=C1)[N+]#[C-]